3-(5-(1-((R)-2-hydroxy-1-phenylethyl)piperidin-4-yl)-1-oxoisoindolin-2-yl)piperidine-2,6-dione OC[C@@H](C1=CC=CC=C1)N1CCC(CC1)C=1C=C2CN(C(C2=CC1)=O)C1C(NC(CC1)=O)=O